FC(C(=O)C#N)(C(C(C(C(C(C(F)(F)F)(F)F)(F)F)(F)F)(F)F)(F)F)F perfluorooctanoic acid, cyanide